COC([C@@H](NC(C1=CC=CC=C1)=O)CC1=CC=CC=C1)=O benzoyl-L-phenylalanine-methyl ester